3-(2-((1-vinylcyclopentyl)oxycarbonyl)ethylthio)propyltrimethoxysilane C(=C)C1(CCCC1)OC(=O)CCSCCC[Si](OC)(OC)OC